1-butoxy-3-(2,2-dimethylaziridin-1-yl)propan C(CCC)OCCCN1C(C1)(C)C